C(CC)C1OC(OC(O1)CCC)CCC 2,4,6-tris(n-propyl)-1,3,5-trioxane